3-methyl-1,3,5-pentanetriol acrylate C(C=C)(=O)O.CC(CCO)(CCO)O